C1N(CC2=CC=CC=C12)CC1=CC(=C(OCC2=CC=C(C(=O)N(C)C)C=C2)C=C1)NS(=O)(=O)C 4-((4-(Isoindolin-2-ylmethyl)-2-(methylsulfonamido)phenoxy)methyl)-N,N-dimethylbenzamide